(S)-2-(3-Fluoro-4-(6-((4-nitrobenzyl)oxy)pyridin-2-yl)benzyl)-1-(oxetan-2-ylmethyl)-1H-benzo[d]imidazol FC=1C=C(CC2=NC3=C(N2C[C@H]2OCC2)C=CC=C3)C=CC1C1=NC(=CC=C1)OCC1=CC=C(C=C1)[N+](=O)[O-]